3-amino-1-(2,2,2-trifluoroethyl)pyridin-2(1H)-one NC=1C(N(C=CC1)CC(F)(F)F)=O